6-ethenyl-2,2,6-trimethyltetrahydro-3(4H)-pyranon C(=C)C1(CCC(C(O1)(C)C)=O)C